O=C1SCC2=C(C1=COCC(=O)OC)C=CC=C2 methyl [(3-oxo-1H-2-benzothiopyran-4(3H)-ylidene)methoxy]acetate